ClC(F)(Cl)Cl tri-chlorofluoromethane